2-(2-[3-mercapto-2-(2-mercaptoethylthio)-propylthioethylthio]ethylthio)propane-1-thiol SCC(CSCCSCCSC(CS)C)SCCS